CCCCCCCCCCCC=C tridecene